5-((5-methoxypyridin-2-yl)methoxy)isoindolin-1-one COC=1C=CC(=NC1)COC=1C=C2CNC(C2=CC1)=O